[N+](=O)([O-])C1=CC=C(C=C1)C1CCN(CC1)C1CC2(CN(C2)C2=NC=C(C=N2)B(O)O)C1 [2-[6-[4-(4-nitrophenyl)-1-piperidyl]-2-azaspiro[3.3]heptan-2-yl]pyrimidin-5-yl]boronic acid